sodium benzoyloxybenzenesulphonate C(C1=CC=CC=C1)(=O)OC1=C(C=CC=C1)S(=O)(=O)[O-].[Na+]